C(C=C)(=O)NC=1C=C(C=CC1C)C1=C(NC2=NC=C(C=C21)C(=O)OC(C)C)C2=CC=C(C=C2)C2CCN(CC2)C isopropyl 3-(3-acrylamido-4-methylphenyl)-2-(4-(1-methylpiperidin-4-yl)phenyl)-1H-pyrrolo[2,3-b]pyridine-5-carboxylate